3-[[4-(1H-indole-3-yl)imidazo[2,1-f][1,2,4]triazine-2-yl]amino]piperidine N1C=C(C2=CC=CC=C12)C1=NC(=NN2C1=NC=C2)NC2CNCCC2